CS(=O)(=O)OCC12C3C4C5(C3C1C5C24)C=2N(C=C(N2)C(F)(F)F)C (4-(1-methyl-4-(trifluoromethyl)-1H-imidazol-2-yl)cuban-1-yl)methyl methanesulfonate